O=C1OC2(CN1C1=NC3=C(OCC(N3)=O)N=C1)CCN(CC2)CC2CC=1C(=CC=3C(=NN(N3)C3CNC3)C1F)C2 6-[2-oxo-8-[[2-(azetidin-3-yl)-8-fluoro-6,7-dihydro-5H-cyclopenta[f]benzotriazol-6-yl]methyl]-1-oxa-3,8-diazaspiro[4.5]decan-3-yl]-4H-pyrazino[2,3-b][1,4]oxazin-3-one